(1R,5S,6r)-3-azabicyclo[3.1.0]hex-6-yl(4-methyl-1,3-thiazol-2-yl)methanone TFA salt OC(=O)C(F)(F)F.[C@H]12CNC[C@@H]2C1C(=O)C=1SC=C(N1)C